C(C(C)C)S(=O)(=O)C1=NN(C=C1N)C 3-(isobutyl-sulfonyl)-1-methyl-1H-pyrazol-4-amine